(S)-1-(7-(3-(4-chlorophenyl)pyrazolo[1,5-a]pyridine-2-carbonyl)-6-methyl-2,7-diazaspiro[3.5]nonan-2-yl)prop-2-en-1-one ClC1=CC=C(C=C1)C=1C(=NN2C1C=CC=C2)C(=O)N2[C@H](CC1(CN(C1)C(C=C)=O)CC2)C